C(C)(C)N1C=C(C[C@H](N)C(=O)O)C2=CC=CC=C12 1-Isopropyl-L-tryptophan